C1(CC1)C[C@@H](C(=O)N1[C@@H]([C@H]2C([C@H]2C1)(C)C)C(=O)OC)NC(=O)[C@H]1COCC1 methyl (1R,2S,5S)-3-[(2S)-3-cyclopropyl-2-[[(3R)-tetrahydrofuran-3-carbonyl]amino]propanoyl]-6,6-dimethyl-3-azabicyclo[3.1.0]hexane-2-carboxylate